cis-3-heptene-1,7-dicarboxylic acid anhydride C1C\C=C/CCCC(=O)OC1=O